ClC1=C(NC2=CC=C(C(=C12)Cl)F)C(=O)N1CC2N(CC1)C(CC2)=O 2-(3,4-dichloro-5-fluoro-1H-indole-2-carbonyl)hexahydropyrrolo[1,2-a]pyrazin-6(2H)-one